N-[((2-phenylethyl)methyl)hydroxyphosphino]glutamic acid C1(=CC=CC=C1)CCCP(N[C@@H](CCC(=O)O)C(=O)O)O